(5R)-5-[4-(1,3-Dioxolan-2-ylmethoxy)phenyl]-8-(trifluoromethyl)-11,12-dihydro-5H-chromeno[4,3-c]quinolin-2-ol O1C(OCC1)COC1=CC=C(C=C1)[C@H]1OC=2C=C(C=CC2C=2CNC=3C=C(C=CC3C21)O)C(F)(F)F